CO[Si](OC)(OC)C(C[SiH](O[Si](C)(C)C)C)[Si](OC)(OC)OC bis-trimethoxysilylethyl-tetramethyl-disiloxane